(1s,2s)-N-(6-(6-amino-4-methylpyridin-3-yl)imidazo[1,2-a]pyridin-2-yl)-2-fluorocyclopropane-1-carboxamide NC1=CC(=C(C=N1)C=1C=CC=2N(C1)C=C(N2)NC(=O)[C@H]2[C@H](C2)F)C